(+/-)-(1S,3S)-3-(4-(5-((3-benzyl-2-carbonylimidazolidin-1-yl)methyl)-1-methyl-1H-1,2,3-triazol-4-yl)phenoxy)cyclohexane-1-carboxylic acid C(C1=CC=CC=C1)N1C(N(CC1)CC1=C(N=NN1C)C1=CC=C(O[C@@H]2C[C@H](CCC2)C(=O)O)C=C1)=C=O |r|